C(C)(=O)O[C@@H]1[C@H](O[C@H]([C@@H]([C@H]1OC(C)=O)NC(C)=O)O[C@@H]1O[C@@]1(C)C(=O)OC)COC(C)=O (2R,3S,4R,5R,6S)-5-acetamido-2-(acetoxymethyl)-6-(((2S,3R)-3-(methoxycarbonyl)-3-methyloxiran-2-yl)oxy)tetrahydro-2H-pyran-3,4-diyl diacetate